8-((2S,5R)-4-((3-(2-cyanophenyl)isoxazol-5-yl)methyl)-2,5-dimethylpiperazin-1-yl)-5-methyl-6-oxo-5,6-dihydro-1,5-naphthyridine-2-carbonitrile C(#N)C1=C(C=CC=C1)C1=NOC(=C1)CN1C[C@@H](N(C[C@H]1C)C1=CC(N(C=2C=CC(=NC12)C#N)C)=O)C